C1(CCCC1)C=1C2=C(N=CN1)C1=C(S2)N=C(C=C1C)C 4-cyclopentyl-7,9-dimethylpyrido[3',2':4,5]thieno[3,2-d]pyrimidine